COC1=CC2=C(NC(=N2)C2=CC(=NN2CC2=CC=C(C=C2)OC)N)C=C1 5-(5-Methoxy-1H-benzimidazol-2-yl)-1-[(4-methoxyphenyl)-methyl]pyrazol-3-amine